NC1(C=O)CC=C(C=C1)N p-diaminobenzaldehyde